O=S1(CC2(C1)CC(C2)NC2=NC=CC(=N2)C2=C(N=C(S2)C2(CCNCC2)C)C=2C(=C(C=CC2)NS(=O)(=O)C2=C(C=CC=C2F)F)F)=O N-(3-(5-(2-((2,2-dioxido-2-thiaspiro[3.3]heptan-6-yl)amino)pyrimidin-4-yl)-2-(4-methylpiperidin-4-yl)thiazol-4-yl)-2-fluorophenyl)-2,6-difluorobenzenesulfonamide